COC1=CC=C(C=C1)/C=C/CO p-methoxycinnamyl alcohol